C(C)(C)(C)OC(=O)N1CC(C1)OC1=CC(=NC(=C1)F)F 1-(tert-Butoxycarbonyl)-3-((2,6-difluoropyridin-4-yl)oxy)azetidine